benzo[d]oxazole-6-carboxylic Acid O1C=NC2=C1C=C(C=C2)C(=O)O